N-(4-Amino-1H-pyrazolo[4,3-c]pyridin-7-yl)-2-oxo-2-[rac-(2R,5S)-2-(2,3-dihydrobenzofuran-7-yl)-5-methyl-1-piperidyl]acetamide NC1=NC=C(C2=C1C=NN2)NC(C(N2[C@H](CC[C@@H](C2)C)C2=CC=CC=1CCOC12)=O)=O |r|